di(1-naphthyl)methylene(cyclopentadienyl)(octamethyloctahydrodibenzofluorenyl)zirconium dichloride [Cl-].[Cl-].C1(=CC=CC2=CC=CC=C12)C(=[Zr+2](C1(C(C(C(C2(C3C(=C4C=5C=CC=CC5CC4=C21)C=CCC3)C)(C)C)(C)C)(C)C)C)C3C=CC=C3)C3=CC=CC2=CC=CC=C32